FC1=C(C=C2CN(C(C2=C1)=O)[C@@H]1C(NC(CC1)=O)=O)N1CCN(CC1)CC1CCN(CC1)C1=C(C=C(C=C1)[C@H]1[C@H](COC2=CC(=CC=C12)O)C1=CC=CC=C1)F (S)-3-(6-fluoro-5-(4-((1-(2-fluoro-4-((3S,4R)-7-hydroxy-3-phenylchroman-4-yl)phenyl)piperidin-4-yl)methyl)piperazin-1-yl)-1-oxoisoindolin-2-yl)piperidine-2,6-dione